5-iodo-2-(trifluoromethylpyridin-4-yl)benzenesulfonamide IC=1C=CC(=C(C1)S(=O)(=O)N)C1=CC(=NC=C1)C(F)(F)F